2-(2-methyl-1H-benzimidazol-1-yl)-4-morpholinothiophen CC1=NC2=C(N1C=1SC=C(C1)N1CCOCC1)C=CC=C2